FC(C=1C=C(OC2=C(C(=O)O)C=CC=N2)C=CC1)(F)F 2-(3-(trifluoromethyl)phenoxy)nicotinic acid